tert-butyl (6S,7S)-7-amino-6-((2,3'-difluoro-[1,1'-biphenyl]-3-yl)methyl)-5-azaspiro[2.4]heptane-5-carboxylate N[C@@H]1[C@@H](N(CC12CC2)C(=O)OC(C)(C)C)CC=2C(=C(C=CC2)C2=CC(=CC=C2)F)F